5-ethynyl-2-(4-(((tetrahydrofuran-2-yl)methyl)amino)-5,6,7,8-tetrahydrophthalazin-1-yl)phenol C(#C)C=1C=CC(=C(C1)O)C1=NN=C(C=2CCCCC12)NCC1OCCC1